ClC1=NC(=C(C=C1N)N)C 2-chloro-3,5-diamino-6-methylpyridine